C(C)(=O)[Sn](CCCC)(CCCC)C(C)=O diacetyl-dibutyl-tin